2-[(4-amino-6-chloro-pyridazin-3-yl)-methyl-amino]ethanol NC1=C(N=NC(=C1)Cl)N(CCO)C